CN1N=C(C=C1C)NC1=NC=C(C(=N1)C1=CNC2=C(C=CC=C12)NC(CN1CC(CC1)O)=O)C N-(3-(2-((1,5-dimethyl-1H-pyrazol-3-yl)amino)-5-methylpyrimidin-4-yl)-1H-indol-7-yl)-2-(3-hydroxypyrrolidin-1-yl)acetamide